COCC=1C=C(CNCCCCOCCNC=2C3=C(N=C(C2)C2=CN=NS2)NN=C3)C=C(C1)OC(F)(F)F N-(2-(4-((3-(methoxymethyl)-5-(trifluoromethoxy)benzyl)amino)butoxy)ethyl)-6-(1,2,3-thiadiazol-5-yl)-1H-pyrazolo[3,4-b]pyridin-4-amine